C(C=C)(=O)N1C[C@H](C[C@@H]1COC)N1N=C(C(=C1NC)C(=O)N)C#CC1=CC2=C(N(C=N2)C2(CC2)C#N)C=C1F (3S,5R)-1-Acryloyl-5-(methoxymethyl)pyrrolidin-3-yl-3-((1-(1-cyanocyclopropyl)-6-fluoro-1H-benzo[d]imidazol-5-yl)ethynyl)-5-(methylamino)-1H-pyrazole-4-carboxamide